2-(7-(4-chloro-3-fluorophenyl)-2-(ethylsulfanyl)pyrazolo[1,5-a]pyrimidin-3-yl)-3-methyl-6-(trifluoromethyl)-3H-imidazo[4,5-c]pyridine ClC1=C(C=C(C=C1)C1=CC=NC=2N1N=C(C2C2=NC1=C(C=NC(=C1)C(F)(F)F)N2C)SCC)F